COC(C=CCCOC1=C(C=C(C=C1)C=O)OCC)=O 5-(2-ethoxy-4-formylphenoxy)pent-2-enoic acid methyl ester